5,5'-oxybis(N-(2-ethylhexyl)-2-ethyl-pyridin-4-one) O(C=1C(C=C(N(C1)CC(CCCC)CC)CC)=O)C=1C(C=C(N(C1)CC(CCCC)CC)CC)=O